2,6-DICHLOROPYRIDINE-4-BORONIC ACID ClC1=NC(=CC(=C1)B(O)O)Cl